N1CC(C1)CC1=CC(=C(C(=C1)F)C1N(C(CC2=C1NC1=CC(=CC=C21)C(=O)OC)C)CC(C)(F)F)F methyl 1-(4-(azetidin-3-ylmethyl)-2,6-difluorophenyl)-2-(2,2-difluoropropyl)-3-methyl-2,3,4,9-tetrahydro-1H-pyrido[3,4-b]indole-7-carboxylate